5-(dimethoxymethyl)-4-methoxypyridinecarboxylic acid COC(C=1C(=CC(=NC1)C(=O)O)OC)OC